F[C@H]1C[C@H](N(C1)C(=O)OC(C)(C)C)C(=O)O (2S,4S)-4-fluoro-1-tert-butoxycarbonylpyrrolidine-2-carboxylic acid